C1(CC1)CC1C=NC=C(O1)C 6-(cyclopropylmethyl)-2-methyl-6H-[1,4]oxazine